2,2'-dihydroxy-3,3',5,5'-tetrachlorodiphenylsulfide C1=C(C=C(C(=C1SC2=C(C(=CC(=C2)Cl)Cl)O)O)Cl)Cl